BrC1=CN=C(S1)N1CC2N(C(C1)C2)CC=2C=NC(=CC2)OC 5-bromo-2-(6-((6-methoxypyridin-3-yl)methyl)-3,6-diazabicyclo[3.1.1]heptan-3-yl)thiazole